BrC=1C=CC=C2C=C(C=C(C12)N1CC=2N=C(N=C(C2CC1)N1CCNCC(C1)O)OCC1(CC1)CN(C)C)O 1-(7-(8-bromo-3-hydroxynaphthalen-1-yl)-2-((1-((dimethylamino)methyl)cyclopropyl)methoxy)-5,6,7,8-tetrahydropyrido[3,4-d]pyrimidin-4-yl)-1,4-diazepan-6-ol